3-(4-chloro-3-fluorophenyl)-2,3-dihydro-1,2,3-oxadiazol-5-ol ClC1=C(C=C(C=C1)N1NOC(=C1)O)F